(s)-allylmercaptocysteine C(C=C)SN[C@H](CS)C(=O)O